methyl-α-carbomethoxy-β-methoxycinnamate COC(C(=C(C1=CC=CC=C1)OC)C(=O)OC)=O